N-(3,4-dichlorophenyl)-6,7,8,9-tetrahydro-5H-5,8-epiminocyclohepta[d]pyrimidine-10-carboxamide ClC=1C=C(C=CC1Cl)NC(=O)N1C2CCC1CC=1N=CN=CC12